2-butyl-4-chloro-[[2'-(1H-tetrazol-5-yl)[1,1'-biphenyl]-4-yl]methyl]-1H-imidazole-5-methanol C(CCC)C=1N(C(=C(N1)Cl)CO)CC1=CC=C(C=C1)C1=C(C=CC=C1)C1=NN=NN1